5-((1-(4-(benzyloxy)phenyl)-1H-pyrrol-3-yl)methylene)thiazolidine-2,4-dione methyl-5-(2-(dimethylamino)-3-((8-(2-((2-pentylcyclopropyl)methyl)cyclopropyl)octyl)oxy)propoxy)pentanoate COC(CCCCOCC(COCCCCCCCCC1C(C1)CC1C(C1)CCCCC)N(C)C)=O.C(C1=CC=CC=C1)OC1=CC=C(C=C1)N1C=C(C=C1)C=C1C(NC(S1)=O)=O